4-diphenylphosphanylbutyl(diphenyl)phosphane C1(=CC=CC=C1)P(CCCCP(C1=CC=CC=C1)C1=CC=CC=C1)C1=CC=CC=C1